ClC1=CC2=C(C=N1)C1(CN2C2=CC(=NC(=N2)C(C)(F)F)C(C)O)CC1 1-(6-(6'-chlorospiro[cyclopropane-1,3'-pyrrolo[3,2-c]pyridin]-1'(2'H)-yl)-2-(1,1-difluoroethyl)pyrimidin-4-yl)ethan-1-ol